(S)-1'-(6-amino-5-((2-(cyclopropylamino)pyrimidin-4-yl)thio)-3-methylpyrazin-2-yl)-1,3-dihydrospiro[indene-2,4'-piperidine]-1-amine NC1=C(N=C(C(=N1)N1CCC2(CC1)[C@@H](C1=CC=CC=C1C2)N)C)SC2=NC(=NC=C2)NC2CC2